glutaminic acid sodium salt [Na+].N[C@@H](CCC(N)=O)C(=O)[O-]